C(#N)C1=NC(=NC=C1F)C=1C=C(C=CC1C)NC(=O)N1C2CCCC1C2 N-[3-(4-cyano-5-fluoropyrimidin-2-yl)-4-methylphenyl]-6-azabicyclo[3.1.1]heptane-6-carboxamide